C([C@@H]1[C@H]([C@H]([C@@H]([C@@](O1)(CO)O)O)O)O)OP(=O)(O)O The molecule is a ketoheptose phosphate consisting of alpha-D-sedoheptulopyranose having a phosphate group at the 7-position. It is a sedoheptulose derivative and a ketoheptose phosphate. It derives from a sedoheptulose. It is a conjugate acid of an alpha-D-sedoheptulopyranose 7-phosphate(2-).